FC=1C=C2CNC(NC2=CC1)=O 6-fluoro-3,4-dihydroquinazolin-2(1H)-one